N-((4-Chlorophenyl)sulfonyl)-2-(4-fluoro-2-isopropyl-6-(2-methoxypyridin-4-yl)phenyl)acetamide, potassium salt [K].ClC1=CC=C(C=C1)S(=O)(=O)NC(CC1=C(C=C(C=C1C1=CC(=NC=C1)OC)F)C(C)C)=O